(2S,6R)-4-{4-[(4-bromothiophen-3-yloxy)methyl]benzyl}-2,6-dimethylmorpholine BrC=1C(=CSC1)OCC1=CC=C(CN2C[C@@H](O[C@@H](C2)C)C)C=C1